CC1(OB(OC1(C)C)C1=CC=C(CN2CC(CCC2)CO)C=C1)C (1-(4-(4,4,5,5-tetramethyl-1,3,2-dioxaborolan-2-yl)benzyl)piperidin-3-yl)methanol